1-ethoxy-1-methoxyethane methyl-α-oxobenzeneacetate COC(C(C1=CC=CC=C1)=O)=O.C(C)OC(C)OC